C(#N)C1=C(C(=C(C=C1)S(=O)(=O)NCCO)F)F 4-cyano-2,3-difluoro-N-(2-hydroxyethyl)benzenesulfonamide